2-((((9H-Fluoren-9-yl)methoxy)carbonyl)(methyl)amino)-3-(2-(dimethylamino)pyridin-4-yl)propanoic acid C1=CC=CC=2C3=CC=CC=C3C(C12)COC(=O)N(C(C(=O)O)CC1=CC(=NC=C1)N(C)C)C